4-[5-(chloromethyl)pyridin-3-yl]-2-methylbenzamide ClCC=1C=C(C=NC1)C1=CC(=C(C(=O)N)C=C1)C